CC=1C=CC(=C2C(=CC(=NC12)C=1OC2=C(C1C)C=CC=C2)C(=O)O)O[C@H](C)C2=CC=C(C=C2)S(N)(=O)=O 8-methyl-2-(3-methyl-1-benzofuran-2-yl)-5-[(1R)-1-(4-sulfamoylphenyl)ethoxy]quinoline-4-carboxylic acid